IC1=C2C(=C(C(=NC2=CC=C1)C(=O)OC1=C(C(=C(O)C=C1)I)I)O)I diiodoquinol (diiodohydroxyquinolate)